(2Z)-3,7-dimethyloct-2,6-dien-1-ol C/C(=C/CO)/CCC=C(C)C